C1(CC1)CN1N=C2C(C(NCC2)=O)=C1 (cyclopropylmethyl)-2,5,6,7-tetrahydro-4H-pyrazolo[4,3-c]pyridin-4-one